C1(CC1)CNC(C=1C=C(C=CC1)NC(=O)C=1N(N=C(C1)C(F)(F)F)C1=CC(=CC=C1)C#N)C1=C(C=CC2=CC=CC=C12)OC 2-(3-cyano-phenyl)-5-trifluoromethyl-2H-pyrazole-3-carboxylic acid {3-[(cyclopropylmethyl-amino)-(2-methoxy-naphthalen-1-yl)-methyl]-phenyl}-amide